ClC1=NC(=C2N(C=NC2=N1)CC1=CC=2C(CCC(C2C=C1)(C)C)(C)C)Cl 2,6-dichloro-7-((5,5,8,8-tetramethyl-5,6,7,8-tetrahydronaphthalen-2-yl)methyl)-7H-purine